2,2-dimethyl-3-(N-benzylmethylamino)propanal CC(C=O)(CNCCC1=CC=CC=C1)C